peroxydisulfate S(=O)(=O)([O-])OOS(=O)(=O)[O-]